(R)-N-(3-methoxy-1-oxo-1-(4-(3-(trifluoromethoxy)phenyl-4-d)piperazin-1-yl-2,2,3,3,5,5,6,6-d8)propan-2-yl)acetamide-2,2,2-d3 COC[C@H](C(N1C(C(N(C(C1([2H])[2H])([2H])[2H])C1=CC(=C(C=C1)[2H])OC(F)(F)F)([2H])[2H])([2H])[2H])=O)NC(C([2H])([2H])[2H])=O